3-fluoro-4-iodobenzene-1,2-diamine FC1=C(C(=CC=C1I)N)N